(3R)-3-(2-(8-oxabicyclo[3.2.1]octane-3-carbonyl)-6-(3-methyl-1H-pyrrolo[2,3-b]pyridin-5-yl)-1,2,3,4-tetrahydroisoquinolin-8-yl)morpholine-4-carboxylic acid tert-butyl ester C(C)(C)(C)OC(=O)N1[C@@H](COCC1)C=1C=C(C=C2CCN(CC12)C(=O)C1CC2CCC(C1)O2)C=2C=C1C(=NC2)NC=C1C